[Mn](=O)(=O)([O-])[O-].[Li+].[Co+2].[Ni+2] Nickel-cobalt lithium manganate